COC=1C=C(CN2C(C=CC(=C2)C2=NC(=NC(=C2)CF)S(=O)C)=O)C=CC1OC 1-(3,4-dimethoxybenzyl)-5-(6-(fluoromethyl)-2-(methylsulfinyl)pyrimidin-4-yl)pyridin-2(1H)-one